1-((2-acetamidothiazol-5-yl)methyl)-N-phenylpiperidine-3-carboxamide C(C)(=O)NC=1SC(=CN1)CN1CC(CCC1)C(=O)NC1=CC=CC=C1